C(C)N1N=CC2=CC(=CC=C12)CN(CCC1=CC=C(C=C1)NC(=O)C1=C(C=C(C(=C1)OC)OC)NC(=O)C=1OC2=CC=CC=C2C(C1)=O)C N-(2-((4-(2-(((1-Ethyl-1H-indazol-5-yl)methyl)(methyl)amino)ethyl)phenyl)carbamoyl)-4,5-dimethoxyphenyl)-4-oxo-4H-chromene-2-carboxamide